(4S,5S,8S)-5-(2-Bromoethyl)-1,1,4-trimethyl-6-methylenedecahydronaphthalene BrCC[C@H]1C2[C@H](CCC(C2CCC1=C)(C)C)C